6-[3-(methylamino)phenyl]-2,6-diazaspiro[3.3]heptane-2-carboxylic acid tert-butyl ester C(C)(C)(C)OC(=O)N1CC2(C1)CN(C2)C2=CC(=CC=C2)NC